N-[(2E)-3-(4-bromophenylsulfonyl)prop-2-en-1-yl]carbamic acid tert-butyl ester C(C)(C)(C)OC(NC\C=C\S(=O)(=O)C1=CC=C(C=C1)Br)=O